bis[2,6-bis(1-propylbutyl)phenyl]-4,5-dichloro-2H-imidazol-1-ium-2-ide C(CC)C(CCC)C1=C(C(=CC=C1)C(CCC)CCC)[C-]1[N+](=C(C(=N1)Cl)Cl)C1=C(C=CC=C1C(CCC)CCC)C(CCC)CCC